BrC1=CC=C(C(=N1)C)OC=1N=NC(=C(C1C(=O)NC1=CC(=CC=C1)S(=O)(=O)C)C)C(F)(F)F 3-[(6-bromo-2-methylpyridin-3-yl)oxy]-N-(3-methanesulfonylphenyl)-5-methyl-6-(trifluoromethyl)pyridazine-4-carboxamide